ClC=1C(=CC(=NC1)NC(C)C)C=1C=CNC1 4-(5-CHLORo-2-ISOPROPYLAMINOPYRIDIN-4-YL)-1H-PYRROL